2-((1-tert-butyl-1H-pyrazol-4-yl)amino)-4-((2-methoxybenzyl)amino)pyrimidin-5-carboxamide C(C)(C)(C)N1N=CC(=C1)NC1=NC=C(C(=N1)NCC1=C(C=CC=C1)OC)C(=O)N